8-(6-((5-fluoro-4-(4-methyl-2-(methylamino)thiazol-5-yl)pyrimidin-2-yl)amino)pyridin-3-yl)-1,8-diazaspiro[4.5]decan-2-one FC=1C(=NC(=NC1)NC1=CC=C(C=N1)N1CCC2(CCC(N2)=O)CC1)C1=C(N=C(S1)NC)C